[K].C(C)(C)(C)OC(=O)N1C=CC=C1 1H-pyrrole-1-carboxylic acid tert-butyl ester potassium salt